C(C)(C)(C)OC(=O)N1CCC2(CC1)C(C1=CC(C=CN1C2)=O)N=[N+]=[N-] 1-azido-7-oxo-1,7-dihydro-3H-spiro[indolizine-2,4'-piperidine]-1'-carboxylic acid tert-butyl ester